C(C)(=O)OC(C)(C)OC methoxy-1-methylethyl acetate